norbornenyl-benzimidazole C12(C=CC(CC1)C2)C=2NC1=C(N2)C=CC=C1